2-bromo-3-methoxy-6-nitroaniline BrC1=C(N)C(=CC=C1OC)[N+](=O)[O-]